3-fluoro-5-(4-(4-(pyrrolidin-3-yloxy)-3-(4-(trifluoromethyl)cyclohexyl)benzoyl)piperazine-1-carbonyl)phenylpiperazin-2-one hydrochloride Cl.FC=1C=C(C=C(C1)C(=O)N1CCN(CC1)C(C1=CC(=C(C=C1)OC1CNCC1)C1CCC(CC1)C(F)(F)F)=O)N1C(CNCC1)=O